CC1=CC=CC(=N1)C1=NC=CC(=N1)NC1=NC(=NC=C1)NC1=CC(=CC=C1)CN1CCNCC1 N4-[2-(6-methyl-2-pyridyl)pyrimidin-4-yl]-N2-[3-(piperazin-1-ylmethyl)phenyl]pyrimidine-2,4-diamine